C1(=CC=CC=C1)CNC1(COC1)CN 3-[(phenylmethyl)amino]-3-oxetanemethylamine